C=CCl The molecule is a monohaloethene that is ethene in which one of the hydrogens has been replaced by a chloro group. It has a role as a carcinogenic agent. It is a member of chloroethenes, a monohaloethene and a gas molecular entity.